C(#N)C(CNC=1N=C2N(C(C1C)=O)C=C(C=C2[C@@H](C)NC2=C(C(=O)O)C=CC=C2)C)=C (R)-2-((1-(2-((2-cyanoallyl)amino)-3,7-dimethyl-4-oxo-4H-pyrido[1,2-a]pyrimidin-9-yl)ethyl)amino)benzoic acid